(R)-4-(5-methyl-7-oxo-5,6,7,8-tetrahydropyrido[2,3-d]pyrimidin-4-yl)-3,6-dihydropyridine C[C@@H]1CC(NC=2N=CN=C(C21)C=2CC=NCC2)=O